N1CCCCC1 (2R,3R,4R,5S)-piperidine